OC(=O)C(F)(F)F.C(C1=CC=CC=C1)N(C(=O)COC(C)=O)CCN1C2CC(CC1CC2)C2=CC(=CC=C2)O acetic acid (benzyl-{2-[3-endo-(3-hydroxyphenyl)-8-azabicyclo[3.2.1]oct-8-yl]-ethyl}carbamoyl)methyl ester TFA salt